N-(4-bromo-2,6-dimethylbenzyl)-1-methyl-1H-pyrazol-4-amine BrC1=CC(=C(CNC=2C=NN(C2)C)C(=C1)C)C